C(C)S(=O)(=O)C[C@@H]1[C@H](N(C1)C=1N=CC(=C2C=C(N=CC12)NC1=NC(=NC=C1)N1C[C@H]([C@H](CC1)OCCO)F)C(C)C)C 2-{[(3R,4S)-1-[4-({8-[(2R,3S)-3-[(ethanesulfonyl)meth-yl]-2-methylazetidin-1-yl]-5-(propan-2-yl)-2,7-naphthyridin-3-yl}amino)pyrimidin-2-yl]-3-fluoropiperidin-4-yl]oxy}ethan-1-ol